3,7-dimethyloct-6-en-1-yl 2-methylpropanoate (CITRONELLYL ISOBUTYRATE) C(CC(C)CCC=C(C)C)C(C(=O)O)(C)C.CC(C(=O)OCCC(CCC=C(C)C)C)C